ClC1=NC=CC=2C(CCC3(O[C@@H]([C@H](O3)C)C)C12)=C (4'R,5'R)-1-chloro-4',5'-dimethyl-5-methylene-6,7-dihydro-5H-spiro[isoquinoline-8,2'-[1,3]dioxolane]